C1(CC1)N1N=C(C2=C(C1=O)C(=C(C(N2C)=O)C)NC2=C(C=C(C=C2)I)F)C=2C=C(C=CC2)N=[S@@](=O)(N(C)C)C (R)-N'-(3-(6-cyclopropyl-4-((2-fluoro-4-iodophenyl)amino)-1,3-dimethyl-2,5-dioxo-1,2,5,6-tetrahydropyrido[2,3-d]pyridazin-8-yl)phenyl)-N,N-dimethylmethanesulfonimidamide